morpholinoglycine O1CCN(CC1)NCC(=O)O